(S)-pyrrolidin-3-yl 2-(6-(5-(6-methylpyridin-2-yl)-1H-imidazol-4-yl)quinolin-3-yl)thiazole-4-carboxylate CC1=CC=CC(=N1)C1=C(N=CN1)C=1C=C2C=C(C=NC2=CC1)C=1SC=C(N1)C(=O)O[C@@H]1CNCC1